N2-(1-carboxyethyl)guanosine 5'-monophosphate P(=O)(O)(O)OC[C@@H]1[C@H]([C@H]([C@@H](O1)N1C=NC=2C(=O)NC(NC(C)C(=O)O)=NC12)O)O